BrC1=CC2=CN(N=C2C=C1OCCOCCOC1=CC=CC(=N1)C(=O)N)C1CCC(CC1)CO 6-[2-[2-[5-bromo-2-[4-(hydroxymethyl)cyclohexyl]indazol-6-yl]oxyethoxy]ethoxy]pyridine-2-carboxamide